FC1=CC=CC=2[C@H]3N(C[C@@H](OC21)C3)C(=O)C3(CCC3)C [(2S,5S)-9-fluoro-2,3-dihydro-2,5-methano-1,4-benzoxazepin-4(5H)-yl](1-methylcyclobutyl)methanone